C(C)C1=C(C(=CC=C1)CC)N=CC N-(2,6-diethylphenyl)ethan-1-imine